5-bromo-2-nitro-N-(pyridin-2-yl)benzamide BrC=1C=CC(=C(C(=O)NC2=NC=CC=C2)C1)[N+](=O)[O-]